6-(4-cyclopentyl-4H-1,2,4-triazol-3-yl)pyridin-2-amine C1(CCCC1)N1C(=NN=C1)C1=CC=CC(=N1)N